2-fluoro-3-[5-(prop-2-enoyl)-3-(pyridin-4-yl)-4,5,6,7-tetrahydropyrazolo[1,5-a]pyrazin-2-yl]benzonitrile FC1=C(C#N)C=CC=C1C1=NN2C(CN(CC2)C(C=C)=O)=C1C1=CC=NC=C1